tert-butyl ((5-(2,4-difluorophenyl)-1H-pyrrol-3-yl)methyl)(methyl)carbamate FC1=C(C=CC(=C1)F)C1=CC(=CN1)CN(C(OC(C)(C)C)=O)C